OC[C@]12CCCCN2C[C@@H]([C@H]([C@@H]1O)O)O (1r,2r,3s,9ar)-9a-(hydroxymethyl)octahydro-1H-quinolizin-1,2,3-triol